N-(beta-aminoethyl)-beta-aminopropyltriethoxysilane NCCNC(C[Si](OCC)(OCC)OCC)C